O1CCN(CC1)C1=NN=C(S1)OC1=CC=C(C=C1)C(C)(C)C1=CC=C(OC2CC(C2)NC(OC(C)(C)C)=O)C=C1 tert-butyl ((1r,3r)-3-(4-(2-(4-((5-morpholino-1,3,4-thiadiazol-2-yl)oxy)phenyl) Propan-2-yl)phenoxy)cyclobutyl)carbamate